FC1=C(C(=CC=C1)F)C=1NC2=C(C3=C(N1)C=NN3)C=C(N=C2C)N2CC3(COC3)C2 6-(5-(2,6-difluorophenyl)-7-methyl-1,6-dihydropyrazolo[4,3-d]pyrido[4,3-f][1,3]diazepin-9-yl)-2-oxa-6-azaspiro[3.3]heptane